ClC=1C(=NC=C(C1Cl)Cl)C(=O)NC(CO)CC(C)C 3,4,5-trichloro-N-(1-hydroxy-4-methylpent-2-yl)picolinamide